2-((6-methoxypyridin-3-yl)methyl)-3-methylnaphthalene-1,4-dione COC1=CC=C(C=N1)CC=1C(C2=CC=CC=C2C(C1C)=O)=O